tert-butyl ((1S,4r)-4-((1S,2R)-2-nitrocyclopropyl)cyclohexyl)carbamate [N+](=O)([O-])[C@H]1[C@@H](C1)C1CCC(CC1)NC(OC(C)(C)C)=O